(R)-1-((2-(4-(5-chloropyrimidin-2-yl)piperidin-1-yl)-5-oxo-6,7-dihydrothieno[3,2-d]pyrimidin-4-yl)amino)cyclobutane-1-nitrile ClC=1C=NC(=NC1)C1CCN(CC1)C=1N=C(C2=C(N1)CC[S@]2=O)NC2(CCC2)C#N